N-((2S)-bicyclo[2.2.1]hept-5-ene-2-yl)benzamide C12[C@H](CC(C=C1)C2)NC(C2=CC=CC=C2)=O